(R or S)-1-(2,6-dichloro-4-fluorobenzyl)-3-(ethoxymethyl)-3-(4-fluorophenethyl)pyrrolidine ClC1=C(CN2C[C@](CC2)(CCC2=CC=C(C=C2)F)COCC)C(=CC(=C1)F)Cl |o1:6|